ClC=1C=C(C=C(C1N1CCNCC1)Cl)N1C(=NC=2C1=NC(=CC2)C2=CC(=NC=C2)N)C 4-(3-(3,5-dichloro-4-(piperazin-1-yl)phenyl)-2-methyl-3H-imidazo[4,5-b]pyridin-5-yl)pyridin-2-amine